pentaglutamyl folate C1=CC(=CC=C1C(=O)N[C@@H](CCC(=O)N[C@@H](CCC(=O)N[C@@H](CCC(=O)N[C@@H](CCC(=O)N[C@@H](CCC(=O)O)C(=O)O)C(=O)O)C(=O)O)C(=O)O)C(=O)O)NCC2=CN=C3C(=N2)C(=O)NC(=N3)N